BrC1=CC(=CC=2C=COC21)CO (7-bromobenzofuran-5-yl)methanol